N,N-diethyl-3-(trimethoxysilyl)propane-1-amine C(C)N(CCC[Si](OC)(OC)OC)CC